methyl 2-[[4-[6-[(4-chloro-2-fluoro-phenyl)methoxy]-2-pyridyl]-2,5-difluoro-phenyl]methyl]-3-[(3S)-4,4-dimethyltetrahydrofuran-3-yl]benzimidazole-5-carboxylate ClC1=CC(=C(C=C1)COC1=CC=CC(=N1)C1=CC(=C(C=C1F)CC=1N(C2=C(N1)C=CC(=C2)C(=O)OC)[C@@H]2COCC2(C)C)F)F